5-chloro-6'-methyl-3-methylsulfonyl-5-trifluoromethylsulfanyl-2,3'-bipyridine ClC1(CC(=C(N=C1)C=1C=NC(=CC1)C)S(=O)(=O)C)SC(F)(F)F